N-((5-(2,6-dioxopiperidin-3-yl)-4-oxo-5,6-dihydro-4H-thieno[3,4-c]pyrrol-1-yl)methyl)-2-(4-morpholinophenyl)acetamide O=C1NC(CCC1N1CC=2C(C1=O)=CSC2CNC(CC2=CC=C(C=C2)N2CCOCC2)=O)=O